bis(stearic acid) titanium [Ti].C(CCCCCCCCCCCCCCCCC)(=O)O.C(CCCCCCCCCCCCCCCCC)(=O)O